2-((5-(trifluoromethyl)pyridin-2-yl)oxy)-7-azaspiro[3.5]nonane hydrochloride Cl.FC(C=1C=CC(=NC1)OC1CC2(C1)CCNCC2)(F)F